OCCOC=1C=C2C=CC(=CC2=CC1)C1(C2=CC(=CC=C2C=2C=CC(=CC12)C=1C2=CC=CC=C2C=2C=CC=CC2C1)C=1C2=CC=CC=C2C=2C=CC=CC2C1)C1=CC2=CC=C(C=C2C=C1)OCCO 9,9-bis(6-(2-hydroxyethoxy)-2-naphthyl)-2,7-di(9-phenanthryl)fluorene